(1H-pyrazol-1-yl)boronic acid N1(N=CC=C1)B(O)O